CC(C(=O)OCCC(C)(C1=CC(=CC=C1)C(F)(F)F)NC(NC1=C(C=CC=C1CN1C(OC=C1)=N)N)=S)(C)C 3-[({2-amino-6-[(2-imino-2,3-dihydro-1,3-oxazol-3-yl)methyl]phenyl}carbamothioyl)amino]-3-[3-(trifluoromethyl)phenyl]butyl 2,2-dimethylpropanoate